BrC1=CC(=C(S1)C(C)O)F 1-(5-bromo-3-fluorothiophen-2-yl)ethane-1-ol